β-phenyl-glutaric acid C1(=CC=CC=C1)C(CC(=O)O)CC(=O)O